OCCN1CCC=CC1 1-(2-hydroxyethyl)-1,2,3,6-tetrahydropyridin